[Na+].C(CCCCCCCCCCC)(=O)N(C)CC(=O)[O-] N-Lauroylsarcosine Sodium Salt